FC=C(C(C(F)F)F)F 1,2,3,4,4-Pentafluoro-1-butene